N1C=CC2=CC=CC(=C12)C1=CC(=C2C(=N1)C(=NN2C(C)C)C)NCC=2C=NN(C2)C (1H-indol-7-yl)-1-isopropyl-3-methyl-N-[(1-methylpyrazol-4-yl)methyl]pyrazolo[4,3-b]pyridin-7-amine